(S)-8-(2-amino-6-((R)-2,2,2-trifluoro-1-(4-(3-methyl-1H-indol-5-yl)phenyl)ethoxy)pyrimidin-4-yl)-2,8-diazaspiro[4.5]decane-3-carboxylic acid NC1=NC(=CC(=N1)N1CCC2(C[C@H](NC2)C(=O)O)CC1)O[C@@H](C(F)(F)F)C1=CC=C(C=C1)C=1C=C2C(=CNC2=CC1)C